C(C)(C)(C)C1=CC=C(C(=O)NC(NC2=CC=C(C=C2)NC(C2=CC=C(C=C2)CC)=O)=S)C=C1 4-(tert-butyl)-N-((4-(4-ethylbenzamido)phenyl)thiocarbamoyl)benzamide